N(N=C1SC2=C(N1CC)C=CC(=C2)S(=O)(=O)O)=C2SC1=C(N2CC)C=CC(=C1)S(=O)(=O)O 2,2'-azinobis(3-ethylbenzothiazoline-6-sulfonic acid)